Tert-butyl-(dimethyl)((cis-3-((2,4,5-trifluorobenzyl)oxy)cyclobutyl)oxy)silane C(C)(C)(C)[Si](O[C@@H]1C[C@@H](C1)OCC1=C(C=C(C(=C1)F)F)F)(C)C